2-amino-2-(2-isopropylphenyl)ethan-1-ol hydrochloride Cl.NC(CO)C1=C(C=CC=C1)C(C)C